ClC=1C=C2N(C(C(N(C2=CC1)C1CCN(CC1)C1=NC=C(C=N1)C#N)=O)=O)C 2-(4-(6-chloro-4-methyl-2,3-dioxo-3,4-dihydroquinoxalin-1(2H)-yl)piperidin-1-yl)pyrimidine-5-carbonitrile